4,4-difluoro-2-(hydroxymethyl)tetrahydrofuran-3-ol FC1(C(C(OC1)CO)O)F